[Zn].CC1=CC=C(C=C1)S(=O)(=O)NC=1C=CC=C2C=CC=NC12.CC1=CC=C(C=C1)S(=O)(=O)NC=1C=CC=C2C=CC=NC12 bis[8-(p-toluenesulfonyl)aminoquinoline] zinc